o-phenylanisole C1(=CC=CC=C1)C1=C(C=CC=C1)OC